ClC=1C=C(C=CC1C=1N(C=C(N1)C(F)(F)F)CC)[C@@H](C)N1C=2N(CCC1=O)N=C(N2)C=2C(=NC=NC2OC)C2CC2 (R)-4-(1-(3-chloro-4-(1-ethyl-4-(trifluoromethyl)-1H-imidazol-2-yl)phenyl)ethyl)-2-(4-cyclopropyl-6-methoxypyrimidin-5-yl)-6,7-dihydro-[1,2,4]triazolo[1,5-a]pyrimidin-5(4H)-one